(1R,3S,4S)-2-(isobutylsulfonyl)-3-(5-(2-(pyridin-4-yl)ethyl)-4H-1,2,4-triazole-3-yl)-2-azabicyclo[2.2.1]heptane C(C(C)C)S(=O)(=O)N1[C@@H]2CC[C@H]([C@H]1C1=NN=C(N1)CCC1=CC=NC=C1)C2